1-hexadecyl-2-(7Z,10Z,13Z,16Z-docosatetraenoyl)-glycero-3-phospho-(1'-sn-glycerol) CCCCCCCCCCCCCCCCOC[C@H](COP(=O)(O)OC[C@H](CO)O)OC(=O)CCCCC/C=C\C/C=C\C/C=C\C/C=C\CCCCC